5,7-difluorobenzofuran-3-carboxylic acid FC=1C=C(C2=C(C(=CO2)C(=O)O)C1)F